ClC=1C(=NC=C(C1)Cl)C(C#N)(C)C 2-(3,5-dichloropyridin-2-yl)-2-methylpropanenitrile